F/C=C(\CN)/COC1=CC=C(C=C1)S(=O)(=O)CC1(CC1)CN1CCOCC1 (E)-3-fluoro-2-((4-(((1-(morpholinomethyl)cyclopropyl)methyl)sulfonyl)phenoxy)methyl)prop-2-en-1-amine